FC=1C=C(C=C(C1)C)C=1C=C2C(=NC1)N(C(N2CC=2N=NC=CC2)=O)C 6-(3-fluoro-5-methyl-phenyl)-3-methyl-1-(pyridazin-3-ylmethyl)imidazo[4,5-b]pyridin-2-one